N'-(4-methoxybenzylidene)-5-(4-chlorophenyl)-5-oxo-pentanhydrazide COC1=CC=C(C=NNC(CCCC(=O)C2=CC=C(C=C2)Cl)=O)C=C1